FC1=C(C=C2C(N(C(N(C2=C1)C1CCN(CC1)C=O)=O)CC1=CC=C(C=C1)C=1SC=CC1)=O)OC(CF)CF 4-{7-fluoro-6-[2-fluoro-1-(fluoromethyl)ethoxy]-2,4-dioxo-3-(4-(thiophen-2-yl)benzyl)-3,4-dihydroquinazolin-1(2H)-yl}piperidine-1-carbaldehyde